chloroethylbenzobenzotriazol ClCCC1=CC2=C(C=3NN=NC31)C=CC=C2